C1(=CC=CC=C1)N(C1=CC=C(C=C1)C=CC1=CC=C(C=C1)C1=CC=C(C=C1)C=CC1=CC=C(C=C1)N(C1=CC=CC=C1)C1=CC=CC=C1)C1=CC=CC=C1 4,4'-bis(2-(4-diphenylaminophenyl)ethenyl)biphenyl